C(C)(C)(C)N1N=NC(=C1)C(=O)NCC1=C(C(=C(C=C1)C1=NC=NN2C1=CC(=C2)N2CCOCC2)F)C 1-(tert-butyl)-N-(3-fluoro-2-methyl-4-(6-morpholinopyrrolo[2,1-f][1,2,4]triazin-4-yl)benzyl)-1H-1,2,3-triazole-4-carboxamide